1-palmitoyl-2-[12'-(palmitoyloxy)octadecanoyl]-sn-glycero-3-phosphorylcholine C(CCCCCCCCCCCCCCC)(=O)OC[C@@H](OC(CCCCCCCCCCC(CCCCCC)OC(CCCCCCCCCCCCCCC)=O)=O)COP(=O)(O)OCC[N+](C)(C)C